[I-].C(CCC)[NH+]1CCCC1 butyl-pyrrolidinium iodide